3-methyl-5-[5-(trifluoromethyl)pyrimidin-2-yl]Triazole-4-carboxylic acid methyl ester COC(=O)C=1N(N=NC1C1=NC=C(C=N1)C(F)(F)F)C